((3R,5R)-1-((4-(aminomethyl)pyridin-2-yl)sulfonyl)-5-phenylpiperidin-3-yl)(morpholino)methanone 2,2,2-trifluoroacetate FC(C(=O)O)(F)F.NCC1=CC(=NC=C1)S(=O)(=O)N1C[C@@H](C[C@@H](C1)C1=CC=CC=C1)C(=O)N1CCOCC1